BrC=1C=C(C(=NC1)C(=O)N[C@@H](C(F)(F)F)C)Cl 5-bromo-3-chloro-N-[(2R)-1,1,1-trifluoropropane-2-yl]pyridine-2-carboxamide